C(C1=CC=CC=C1)OC1=C(C(=NC(=C1)C)Cl)CO (4-(benzyloxy)-2-chloro-6-methylpyridin-3-yl)methanol